BrC1=C(C=CC(=C1)C(C)(C)C)N (2-bromo-4-(tert-butyl)phenyl)amine